CCCCCCCCCCCCCCCCCCCCCCC(C(=O)N[C@@H](COP(=O)(O)O[C@@H]1[C@@H]([C@@H]([C@H]([C@@H]([C@H]1OC2[C@H]([C@H]([C@@H]([C@H](O2)CO)O)O)O)O)O)O)O)[C@@H](C(CCCCCCCCCCCCCCCC)O)O)O The molecule is a mannosylinositol phosphorylceramide compound having a tetracosanoyl group amide-linked to a C20 phytosphingosine base, with hydroxylation at C-2 of the C24 very-long-chain fatty acid. It derives from an Ins-1-P-Cer(t20:0/2-OH-24:0).